5-chloro-N-(2,4-difluoro-3-(2-(8-(methylamino)imidazo[1,2-a]pyrazin-3-yl)ethyl)phenyl)-2-methoxypyridine-3-sulfonamide ClC=1C=C(C(=NC1)OC)S(=O)(=O)NC1=C(C(=C(C=C1)F)CCC1=CN=C2N1C=CN=C2NC)F